ClC1=CC=C(C=C1)C=1N=C2N(C=CC=C2)C1CC=1C(=NC(=CC1)OC(F)F)C(=O)N1CCNCC1 [2-(4-chlorophenyl)imidazo[1,2-a]pyridin-3-yl]methyl-[piperazin-1-yl][6-(difluoromethoxy)pyridin-2-yl]methanone